CN1N=CC(=C1)C1=CC=CC(=N1)C(=O)N 6-(1-methyl-1H-pyrazol-4-yl)pyridine-2-carboxamide